FC=1C=C(C=CC1Cl)N1N=NC(=C1)CO[C@@H]([C@@](CN1N=CN=C1)(O)C1=C(C=C(C=C1)F)F)C (2R,3R)-3-((1-(3-fluoro-4-chlorophenyl)-1H-1,2,3-triazol-4-yl)-methoxy)-2-(2,4-difluorophenyl)-1-(1H-1,2,4-triazol-1-yl)butan-2-ol